OCCN1C[C@@H](CC1)N1C(N(C(C1)C#N)C1=CN=CC2=CC=CC=C12)=O 1-((R)-1-(2-hydroxyethyl)pyrrolidin-3-yl)-3-(isoquinolin-4-yl)-2-oxoimidazoline-4-carbonitrile